5-(4-bromo-5-cyclopropyl-1-methyl-1H-imidazol-2-yl)-6-(trifluoromethoxy)-2-methyl-2H-indazole BrC=1N=C(N(C1C1CC1)C)C1=CC2=CN(N=C2C=C1OC(F)(F)F)C